6-Chloro-N-(2-methoxyethyl)pyrazin-2-amine ClC1=CN=CC(=N1)NCCOC